N1C(=CC2=CC=CC=C12)C=CC(=O)N indoleacrylic acid amide